1-(3-(1'-(4-fluorophenyl)-1-methyl-1H,1'H-[3,4'-bipyrazol]-3'-yl)pyrrolidin-1-yl)prop-2-en-1-one FC1=CC=C(C=C1)N1N=C(C(=C1)C1=NN(C=C1)C)C1CN(CC1)C(C=C)=O